[Ca+2].P(=O)([O-])([O-])O[C@@]1(CN(CC1)C=1N=NC(=C2C1N=CC=C2)C2=C(C=C(C=C2)C(F)(F)F)O)C(F)F (S)-3-(difluoromethyl)-1-(5-(2-hydroxy-4-(trifluoromethyl)phenyl)pyrido[2,3-d]pyridazin-8-yl)pyrrolidin-3-ol mono-phosphate calcium salt